C(C)OC(C#CCC\C=C/CC)OCC (6Z)-1,1-diethoxy-6-nonen-2-yne